NC1=NC=NN2C1=CC=C2[C@]2([C@@H]([C@@H]([C@H](O2)COP(=O)(OC2=CC=CC=C2)N[C@H](C(=O)OC2CCCC2)C)O)O)C#N (2S)-cyclopentyl 2-(((((2R,3S,4R,5R)-5-(4-aminopyrrolo[2,1-f][1,2,4]triazin-7-yl)-5-cyano-3,4-dihydroxytetrahydrofuran-2-yl)methoxy)(phenoxy)phosphoryl)amino)propanoate